C(C)(C)N(C(OC(C=1N(C(=C(N1)C)I)COCC[Si](C)(C)C)C1=CC(=C(C=C1)OC(F)(F)F)F)=O)C(C)C (3-fluoro-4-(trifluoromethoxy)phenyl)(5-iodo-4-methyl-1-((2-(trimethylsilyl)ethoxy)methyl)-1H-imidazol-2-yl)methyl diisopropylcarbamate